(1r,2s,5r)-2-isopropyl-5-methylcyclohexyl 4-vinylbenzoate C(=C)C1=CC=C(C(=O)O[C@H]2[C@@H](CC[C@H](C2)C)C(C)C)C=C1